5,6-dichloro-(imidazo[4,5-B]pyridine) ClC1=C(C=C2C(=N1)N=CN2)Cl